C(C1=CC=CC=C1)(=O)OCC1=C(C=CC(=C1)O)O 2,5-dihydroxy-benzyl benzoate